O=C(CN(C(=O)[C@@H]1OC2=CC(=CC=C2CC1)OCC=1C=C2C=NC=NC2=CC1)C[C@@H](C1=CC=CC=C1)C1CCCCC1)N1CCCC1 |&1:6| (2RS)-N-(2-Oxo-2-pyrrolidin-1-yl-ethyl)-7-(quinazolin-6-ylmethoxy)-N-[(2R)-2-cyclohexyl-2-phenyl-ethyl]chromane-2-carboxamide